C(#N)C=1C(=C(C=CC1)[C@@H](C)NC1=NC(=NC2=CC(=C(C=C12)N1CCC(CC1)C#N)OC)C)C (R)-1-(4-((1-(3-cyano-2-methylphenyl)ethyl)amino)-7-methoxy-2-methylquinazolin-6-yl)piperidine-4-carbonitrile